C(C)(C)(C)OC(=O)N1CCC=C(C1)C1=C(C=C(C(=C1)NC(=O)C1=CNC(C=C1C(F)(F)F)=O)N1C[C@H](N([C@H](C1)C)C)C)F 5-[2-fluoro-5-[[6-oxo-4-(trifluoromethyl)-1H-pyridine-3-carbonyl]amino]-4-[(3R,5S)-3,4,5-trimethylpiperazin-1-yl]phenyl]-3,6-dihydro-2H-pyridine-1-carboxylic acid tert-butyl ester